[Si](C1=CC=CC=C1)(C1=CC=CC=C1)(C(C)(C)C)OC[C@H]1S[C@H]([C@H]2[C@@H]1OC(O2)(C)C)N2C=C(C1=C2N=CN=C1N)C#C[Si](C)(C)C 7-((3aR,4R,6R,6aS)-6-(((tert-butyldiphenylsilyl)oxy)methyl)-2,2-dimethyltetrahydrothieno[3,4-d][1,3]dioxol-4-yl)-5-((trimethylsilyl)ethynyl)-7H-pyrrolo[2,3-d]pyrimidine-4-amine